FC(C1=NN2C(C=CC(=C2)CC2CC3(CN(C3)C(=O)N3C[C@@H]4[C@@H](OCC(N4)=O)CC3)C2)=N1)(F)F (4aR,8aS)-6-[6-[[2-(trifluoromethyl)-[1,2,4]triazolo[1,5-a]pyridin-6-yl]methyl]-2-azaspiro[3.3]heptane-2-carbonyl]-4,4a,5,7,8,8a-hexahydropyrido[4,3-b][1,4]oxazin-3-one